C(C)(C)(C)OC(=O)N1CCC12CNC2 1,6-diazaspiro[3.3]heptane-1-carboxylic acid tert-butyl ester